tert-butyl 8-[2-[(1s,3s)-3-(benzyloxy)cyclobutoxy]pyridin-4-yl]-3,8-diazabicyclo[3.2.1]octane-3-carboxylate C(C1=CC=CC=C1)OC1CC(C1)OC1=NC=CC(=C1)N1C2CN(CC1CC2)C(=O)OC(C)(C)C